BrC=1C(=CC2=C(N(CCC3=C2SC=C3)S(=O)(=O)C3=CC=C(C=C3)[N+](=O)[O-])C1)C(=O)O 8-bromo-6-((4-nitrophenyl)sulfonyl)-5,6-dihydro-4H-benzo[b]thieno[2,3-d]azepine-9-carboxylic acid